6-(5-(3-(((1-Ethyl-6-fluoro-2-oxoindolin-7-yl)methyl)amino)propyl)-2-oxooxazolidin-3-yl)-2H-pyrido[3,2-b][1,4]oxazin-3(4H)-one C(C)N1C(CC2=CC=C(C(=C12)CNCCCC1CN(C(O1)=O)C=1C=CC=2OCC(NC2N1)=O)F)=O